7-butyl-4,6-dioxo-5-(2-trimethylsilylethoxymethyl)isothiazolo[3,4-d]pyrimidine-3-carbonitrile C(CCC)N1C(N(C(C=2C1=NSC2C#N)=O)COCC[Si](C)(C)C)=O